C(C)(C)(C)OC(=O)N1CC(=CC(=C1)C1NCC=CC1)Br N-tert-butoxycarbonyl-3-bromo-5-(1,2,3,6-tetrahydropyridin-2-yl)pyridine